2-((1r,2s)-1-(2-chloro-5-fluorophenyl)-1-(1-(2-hydroxy-2-methylpropyl)-1H-pyrazol-4-yl)propan-2-yl)-5-hydroxy-N-(isoxazol-4-yl)-1-methyl-6-oxo-1,6-dihydropyrimidine-4-carboxamide ClC1=C(C=C(C=C1)F)[C@H]([C@H](C)C=1N(C(C(=C(N1)C(=O)NC=1C=NOC1)O)=O)C)C=1C=NN(C1)CC(C)(C)O